[C@H]12CC(C[C@H](CC1)N2)N2C1=C(OCCC2)C=C(N=N1)C1=C(C=C(C=C1)C=1C=NN(C1)C)O 2-(9-((1R,3s,5S)-8-azabicyclo[3.2.1]octan-3-yl)-6,7,8,9-tetrahydropyridazino[4,3-b][1,4]oxazepin-3-yl)-5-(1-methyl-1H-pyrazol-4-yl)phenol